COC(=O)C=1C(=NC(=CC1CBr)Cl)Cl (bromomethyl)-2,6-dichloropyridine-3-carboxylic acid methyl ester